N1(CCC1)C1CN(CC1)C1=C(C=C(C=C1)N1C=NC(=C1)NC=1N=CC(=NC1)C#N)C 5-((1-(4-(3-(Azetidin-1-yl)pyrrolidin-1-yl)-3-methylphenyl)-1H-imidazol-4-yl)amino)pyrazine-2-carbonitrile